[6-(3-Fluoro-4-methanesulfonyl-phenyl)-pyrimidin-4-yl]-[2-(7-fluoro-4-methoxy-2-methyl-indol-1-yl)-ethyl]-amine FC=1C=C(C=CC1S(=O)(=O)C)C1=CC(=NC=N1)NCCN1C(=CC2=C(C=CC(=C12)F)OC)C